FC1=C(C(=O)Cl)C(=CC=C1)C(F)(F)F 2-fluoro-6-(trifluoromethyl)-benzoyl chloride